[Si](C1=CC=CC=C1)(C1=CC=CC=C1)(C(C)(C)C)O[C@@H]1[C@@H](COC1)N1CCNCC1 |o1:18,19| (3R,4R) or (3S,4S)-1-(4-((tert-butyldiphenylsilyl)oxy)tetrahydrofuran-3-yl)piperazine